4-(6-bromo-4-oxo-3,4-dihydrothieno[3,2-d]pyrimidin-2-yl)-3-azabicyclo[4.1.0]heptane-3-carboxylate BrC1=CC=2N=C(NC(C2S1)=O)C1N(CC2CC2C1)C(=O)[O-]